4-(3,4-dichloro-2-fluoro-anilino)-7-methoxy-6-[(1-prop-2-enoyl-4-piperidinyl)oxy]quinoline-3-carbonitrile ClC=1C(=C(NC2=C(C=NC3=CC(=C(C=C23)OC2CCN(CC2)C(C=C)=O)OC)C#N)C=CC1Cl)F